NC1=NN2C(C=C(C=C2)C=2C(=C(C(=O)NCC([C@@H](O)C3=CC=C(C=C3)F)(F)F)C(=CC2)C2CC2)F)=N1 (S)-3-(2-amino-[1,2,4]triazolo[1,5-a]pyridin-7-yl)-6-cyclopropyl-N-(2,2-difluoro-3-(4-fluorophenyl)-3-hydroxypropyl)-2-fluorobenzamide